3-nitro-1,8-naphthyridin-2(1H)-one [N+](=O)([O-])C=1C(NC2=NC=CC=C2C1)=O